ISOXAZOLO[4,5-C]PYRIDINE-4-CARBALDEHYDE O1N=CC=2C(=NC=CC21)C=O